tert-Butyl 5-(2,6-difluoro-4-(2-oxoethyl)phenyl)-3-(1-methyl-1H-pyrazol-4-yl)-1H-pyrazolo[3,4-c]pyridine-1-carboxylate FC1=C(C(=CC(=C1)CC=O)F)C=1C=C2C(=CN1)N(N=C2C=2C=NN(C2)C)C(=O)OC(C)(C)C